[Cl-].[Cl-].CC=1C(=C(C(C1)([SiH3])[Hf+2]C1(C(=C(C(=C1)C)C)C)[SiH3])C)C bis(trimethyl-silyl-cyclopentadienyl)hafnium dichloride